C1(CC1)N1C[C@@H](CC1)NC(=O)C=1N(C=C(N1)NC(=O)C=1C=CC=2C=C3N(C(CNC3=O)C)C2N1)C N-(2-(((R)-1-cyclopropylpyrrolidin-3-yl)carbamoyl)-1-methyl-1H-imidazol-4-yl)-9-methyl-6-oxo-6,7,8,9-tetrahydropyrido[3',2':4,5]pyrrolo[1,2-a]pyrazine-2-carboxamide